3-bromo-6-(cyclopropylmethyl)-1,6-naphthyridin-5(6H)-one BrC=1C=NC=2C=CN(C(C2C1)=O)CC1CC1